C(CCCCCCC\C=C/CCCCCCCC)(=O)OCC(=O)NCC1=C(C=C(C(=C1)OC)O)I 2-((4-hydroxy-2-iodo-5-methoxybenzyl) amino)-2-oxoethyl oleate